(4R,7S)-12-(benzyloxy)-4-hydroxy-1,11-dioxo-N-(2,4,6-trifluorobenzyl)-1,4,5,6,7,11-hexahydro-3H-2,7-methanopyrido[1,2-a][1,4]diazonine-10-carboxamide C(C1=CC=CC=C1)OC=1C(C(=CN2C1C(N1C[C@@H](CC[C@H]2C1)O)=O)C(=O)NCC1=C(C=C(C=C1F)F)F)=O